ClC=1C=C(C=C(C1)Cl)C=1C=CC=C2C(=C(C=NC12)C(=O)N[C@H]1CCC2=CC=CC=C12)OCC 8-(3,5-dichlorophenyl)-N-[(1S)-2,3-dihydro-1H-inden-1-yl]-4-ethoxyquinoline-3-carboxamide